8-[(1S,2S)-2-[5-(difluoromethoxy)-2-pyridyl]cyclopropyl]-6-(2,4-dimethoxypyrimidin-5-yl)-3-fluoro-imidazo[1,2-b]pyridazine FC(OC=1C=CC(=NC1)[C@@H]1[C@H](C1)C=1C=2N(N=C(C1)C=1C(=NC(=NC1)OC)OC)C(=CN2)F)F